BrCC1=C(C=CC=C1)C1=C(C=CC=C1)CBr 2,2'-di(bromomethyl)-1,1'-biphenyl